Tert-butyl (4-(benzyloxy)benzyl)carbamate C(C1=CC=CC=C1)OC1=CC=C(CNC(OC(C)(C)C)=O)C=C1